(6R)-17-Amino-6-hydroxy-12-(2-pyridyl)-6,15-bis(trifluoromethyl)-19-oxa-3,4,12,18-tetrazatricyclo[12.3.1.12,5]nonadeca-1(18),2,4,14,16-pentaen-13-one NC1=CC(=C2C(N(CCCCC[C@@](C3=NN=C(C1=N2)O3)(C(F)(F)F)O)C3=NC=CC=C3)=O)C(F)(F)F